bromotetradecanoic acid BrC(C(=O)O)CCCCCCCCCCCC